C1=CC=CC=2C3=CC=CC=C3C(C12)COC(=O)N[C@@H](CC(=O)OC)C(=O)NC1=C(C=C(C=C1)OC)C(C1=CC=C(C=C1)Cl)=O Methyl (S)-3-((((9H-fluoren-9-yl)methoxy) carbonyl)amino)-4-((2-(4-chlorobenzoyl)-4-methoxyphenyl)amino)-4-oxobutanoate